1-({2-[(azetidin-3-yl)methoxy]naphthalen-1-yl}methyl)naphthalen-2-ol N1CC(C1)COC1=C(C2=CC=CC=C2C=C1)CC1=C(C=CC2=CC=CC=C12)O